S(=O)([O-])F.S(=O)([O-])F.[Li+].[Li+] Lithium bis(fluorosulfite)